5-(4-(4-methylpiperazin-1-yl)piperidin-1-yl)pyridin-2-amine CN1CCN(CC1)C1CCN(CC1)C=1C=CC(=NC1)N